CC1(C(NC2=C(C=CC=C12)C(=O)NC1=CC(=C(C=C1)C)C=1C=NC2=CC(=NC=C2C1)NC)=O)C 3,3-dimethyl-N-(4-methyl-3-(7-(methylamino)-1,6-naphthyridin-3-yl)phenyl)-2-oxoindoline-7-carboxamide